(3-Aminopyrrolidin-1-yl)(4-(tetrahydro-2H-pyran-4-yl)-3,4-dihydroquinoxalin-1(2H)-yl)methanone NC1CN(CC1)C(=O)N1CCN(C2=CC=CC=C12)C1CCOCC1